chloro-5-(3-fluoro-2-nitrophenyl)pyrimidine ClC1=NC=C(C=N1)C1=C(C(=CC=C1)F)[N+](=O)[O-]